C(C)(C)(C)OC(N[C@H]1CN(CCC1)C1C(CC(C1)C1=CC=C(C=C1)F)OC=1C=NC(=NC1)C#N)=O (3R)-1-(2-(2-Cyanopyrimidin-5-yloxy)-4-(4-fluorophenyl)cyclopentyl)piperidin-3-ylcarbamic acid tert-butyl ester